1,3-dihydrothieno[c]pyridazine N1NCCC2=C1SC=C2